N-benzyl-carbamic acid phenyl ester C1(=CC=CC=C1)OC(NCC1=CC=CC=C1)=O